C(CCC)OC=1C=C(C=C(C1)C(=O)NN)C(=O)NN 5-butoxy-1,3-benzenedihydrazide